C(#N)C1=CC(=C(C=C(C(=O)N)C(C)=O)C=C1)OC 2-(4-Cyano-2-methoxybenzylidene)-3-oxobutanamide